4-(3-(hydroxymethyl)azetidin-1-yl)benzoic acid methyl ester COC(C1=CC=C(C=C1)N1CC(C1)CO)=O